3-hydrazino-5-phenyl-4H-1,2,4-triazole N(N)C1=NN=C(N1)C1=CC=CC=C1